C(C1=C(OC=2C(=CC(N(C2)C)=O)Br)C(=CC=C1)C([2H])([2H])[2H])([2H])([2H])[2H] 5-(2,6-bis(methyl-d3)phenoxy)-4-bromo-1-methylpyridin-2(1H)-one